cholan-24-oate C(CC[C@@H](C)[C@H]1CC[C@H]2[C@@H]3CCC4CCCC[C@]4(C)[C@H]3CC[C@]12C)(=O)[O-]